CN([S@](=O)C(C)(C)C)[C@H](C(F)(F)F)C1=CC=C(C=C1)N1C=2C=NC3=CC(=NN3C2C(CC1)(C)C)F (R)-N,2-dimethyl-N-[(1S)-2,2,2-trifluoro-1-[4-(4-fluoro-13,13-dimethyl-2,3,7,10-tetrazatricyclo[7.4.0.02,6]trideca-1(9),3,5,7-tetraen-10-yl)phenyl]ethyl]propane-2-sulfinamide